ClC1=CC=2N(N=C1C)C(=CN2)C2=CC=NC1=CC=CC=C21 4-(7-chloro-6-methylimidazo[1,2-b]pyridazin-3-yl)quinoline